(3-methylpyridin-4-yl)boronic acid CC=1C=NC=CC1B(O)O